tert-butyl N-(5-((5-(imino(methyl)oxo-lambda6-sulfanyl)pyridin-2-yl)methoxy)-1,3,4-thiadiazol-2-yl)carbamate N=S(C=1C=CC(=NC1)COC1=NN=C(S1)NC(OC(C)(C)C)=O)(=O)C